methyl 4-benzyloxy-5-methyl-2-pent-3-ynyl-pyrazole-3-carboxylate C(C1=CC=CC=C1)OC1=C(N(N=C1C)CCC#CC)C(=O)OC